2,2-bis(3-methyl-4-glycidoxyphenyl)propane CC=1C=C(C=CC1OCC1CO1)C(C)(C)C1=CC(=C(C=C1)OCC1CO1)C